N1CC(C1)NC=1C=CC(=C(C(=O)N[C@H](C)C2=CC(=CC=C2)C=2N(C=CC2)C)C1)C (R)-5-(azetidin-3-ylamino)-2-methyl-N-(1-(3-(1-methyl-1H-pyrrol-2-yl)phenyl)ethyl)benzamide